1-(4-(9-phenyl-1,10-phenanthrolin-2-yl)naphthalen-1-yl)ethanone 1-Tert-butyl-N-[2-[[2-(2,6-dioxo-3-piperidyl)-1,3-dioxo-isoindolin-5-yl]amino]spiro[3.5]nonan-7-yl]-N-methyl-carbamate C(C)(C)(C)CN(C(O)=O)C1CCC2(CC(C2)NC=2C=C3C(N(C(C3=CC2)=O)C2C(NC(CC2)=O)=O)=O)CC1.C1(=CC=CC=C1)C=1C=CC2=CC=C3C=CC(=NC3=C2N1)C1=CC=C(C2=CC=CC=C12)C(C)=O